ClC1=C(C(=CC=C1)Cl)N1C=2N(C3=C(C1=O)C=NC(=N3)NC3=CC(=C(C=C3)C3(CCNCC3)O)C)CCN2 6-(2,6-dichlorophenyl)-2-((4-(4-hydroxypiperidin-4-yl)-3-methylphenyl)amino)-8,9-dihydroimidazo[1,2-a]pyrimido[5,4-e]pyrimidin-5(6H)-one